C(\C=C\C1=CC=C(C=C1)O)(=O)OCC1=CC=CC=C1 (E)-benzyl p-coumarate